N1=C(C=CC=C1)C1=CC=C(C=C1)C(=O)NC(CCC=O)C 4-[(4-(2-pyridyl)phenyl)formamido]pentanal